1-amyl-3-methyl-imidazole hydroxide [OH-].C(CCCC)N1CN(C=C1)C